N1CC(C1)N1CCN(CC1)CC1=C2C(N(C(C2=CC=C1)=O)C1C(NC(CC1)=O)=O)=O 4-((4-(azetidin-3-yl)piperazin-1-yl)methyl)-2-(2,6-dioxopiperidin-3-yl)isoindoline-1,3-dione